C(C)OC(C)OCC(C)C (2S)-2-[(1-ethoxyethoxy)methyl]propane